(1S,2S,4S)-1-amino-2-(3-boronopropyl)-4-(((1,2,3,4-tetrahydronaphthalen-2-yl)amino)methyl)cyclopentanecarboxylic acid N[C@@]1([C@H](C[C@@H](C1)CNC1CC2=CC=CC=C2CC1)CCCB(O)O)C(=O)O